OCCN(CCCC(=O)OCCN(CCCCCCCC(=O)OC(CCCCCCCC)CCCCCCCC)CCCCCCCC(=O)OCCCCCCCCC(C)C)C heptadecan-9-yl 8-((2-((4-((2-hydroxyethyl)(methyl)amino)butanoyl)oxy)ethyl)(8-((9-methyldecyl)oxy)-8-oxooctyl)amino)octanoate